2,5-dimethyl-2,5-di(t-butyl-peroxy)hexyne CC(C)(C#CC(C)(OOC(C)(C)C)C)OOC(C)(C)C